F[C@@]1(C[C@H](OC(=O)OC(C)(C)C)[C@@H](CO)O1)N1C=NC=2C(N)=NC(=NC12)Cl fluoro-2'-deoxy-3'-O-(tert-butoxycarbonyl)-2-chloro-adenosine